C(C)(C)(C)OC(NCCCCC(=O)C1=CC2=C(N(C(O2)=O)C)C=C1)=O N-[5-(3-methyl-2-oxo-1,3-benzoxazol-6-yl)-5-oxo-pentyl]carbamic acid tert-butyl ester